(3R)-tert-butyl 3-((4-cyclopropyl-2-fluorophenyl)(2-((4,4-difluorocyclohexyl)amino)-2-oxo-1-(4-(trifluoromethyl)pyridin-3-yl)ethyl)carbamoyl)morpholine-4-carboxylate C1(CC1)C1=CC(=C(C=C1)N(C(=O)[C@@H]1N(CCOC1)C(=O)OC(C)(C)C)C(C(=O)NC1CCC(CC1)(F)F)C=1C=NC=CC1C(F)(F)F)F